FC1=C(C=CC(=C1)C(F)(F)F)COC1CNC1 3-[[2-fluoro-4-(trifluoromethyl)phenyl]methoxy]azetidine